((S)-pyrrolidin-3-yl)(3-(5-(trifluoromethyl)pyrimidin-2-yl)-3,8-diazabicyclo[3.2.1]oct-8-yl)methanone hydrochloride Cl.N1C[C@H](CC1)C(=O)N1C2CN(CC1CC2)C2=NC=C(C=N2)C(F)(F)F